C(C)CC(=O)OC1=C(C=CC=C1)Cl chlorophenol ethyl-acetate